FC(C(=O)[O-])(F)F.COC=1C=C2C=CC(=CC2=CC1)C1=CC(=[N+](C(=C1)C)N(C(=O)OCCCCCC[C@H]1NC(N[C@H]1C)=O)C)C 4-(6-methoxynaphthalen-2-yl)-2,6-dimethyl-1-(methyl(((6-((4R,5S)-5-methyl-2-oxoimidazolidin-4-yl)hexyl)oxy)carbonyl)amino)pyridin-1-ium trifluoroacetate